octahydrocyclopenta[c]pyrrole C1NCC2C1CCC2